N-ethyl-N-(3-sulfopropyl)-3-methylaniline C(C)N(C1=CC(=CC=C1)C)CCCS(=O)(=O)O